C(C1=CC=CC=C1)C(C(=O)C1=CC=CC=C1)(CCN1CCOCC1)N(C)C 2-benzyl-2-(dimethylamino)-4-morpholino-butyrophenone